6-bromo-N-(5-bromo-4,6-dimethoxy-pyrimidin-2-yl)-1H-pyrrolo[2,3-b]pyridine-3-sulfonamide BrC1=CC=C2C(=N1)NC=C2S(=O)(=O)NC2=NC(=C(C(=N2)OC)Br)OC